7-amino-4,5,6-triethoxy-1-oxo-1,3-dihydro-isobenzofuran NC=1C(=C(C(=C2COC(C12)=O)OCC)OCC)OCC